P(=O)([O-])([O-])[O-].[Rh+3] rhodium(III) phosphate